1-[(4-Fluorophenyl)methyl]-5-oxopyrrolidine-2-carboxylic Acid FC1=CC=C(C=C1)CN1C(CCC1=O)C(=O)O